methyl 5-(5-(3,5-dichloro-4-fluorophenyl)-5-(trifluoromethyl)-4,5-dihydroisoxazol-3-yl)-3-methyl-5,6-dihydro-4H-thieno[2,3-c]pyrrole-2-carboxylate ClC=1C=C(C=C(C1F)Cl)C1(CC(=NO1)N1CC2=C(C1)C(=C(S2)C(=O)OC)C)C(F)(F)F